NC(CO)C1=CC=C(C=C1)N 1,4-Diamino-2-hydroxyethyl-benzol